N-(3-acetylphenyl)-2-oxo-3-(propan-2-ylidene)-indoline-5-sulfonamide C(C)(=O)C=1C=C(C=CC1)NS(=O)(=O)C=1C=C2C(C(NC2=CC1)=O)=C(C)C